ethyl 8-fluoro-6-[(1-methylcyclopropyl)sulfamoyl]imidazo[1,5-a]pyridine-3-carboxylate FC=1C=2N(C=C(C1)S(NC1(CC1)C)(=O)=O)C(=NC2)C(=O)OCC